COC=1C=C(C=CC1N1CCOCC1)NC=1C=2N(C=C(N1)C=1C=CC3=C(OCC(N3)=O)C1)N=CN2 7-(8-((3-methoxy-4-morpholinylphenyl)amino)-[1,2,4]triazolo[1,5-a]pyrazin-6-yl)-2H-benzo[b][1,4]oxazin-3(4H)-one